CC1(C(C2C(CC1)(O2)C21C(CCCC2)O1)C(=O)[O-])C 4-epoxy-1-methylcyclohexyl3,4-epoxy-1-methylcyclohexylcarboxylate